O1COC2=C1C=CC(=C2)C[C@@H](C)NC (R)-1-(1,3-Benzodioxol-5-yl)-N-methyl-propan-2-amine